N1=C(C=CC=C1C(C)=NC1=C(C=CC=C1)C(C)(C)C)C(C)=NC1=C(C=CC=C1)C(C)(C)C 1,1'-(pyridine-2,6-diyl)bis(N-(2-(tert-butyl)phenyl)ethan-1-imine)